tert-butyl ((1s,4s)-4-(((4-((tert-butoxycarbonyl)amino)butyl)(2-(2,6-dioxopiperidin-3-yl)-1-oxoisoindolin-4-yl)amino)methyl)cyclohexyl)carbamate C(C)(C)(C)OC(=O)NCCCCN(C1=C2CN(C(C2=CC=C1)=O)C1C(NC(CC1)=O)=O)CC1CCC(CC1)NC(OC(C)(C)C)=O